C(C)(C)(C)OC(=O)N1CC(C1)C1=NN(C2=NC=CC(=C21)I)C2=CC=C(C=C2)OC(F)(F)F 3-(4-Iodo-1-(4-(trifluoromethoxy)phenyl)-1H-pyrazolo[3,4-b]pyridin-3-yl)azetidine-1-carboxylic acid tert-butyl ester